BrC=1C=C2C(=NC1)C=C(N2COCC[Si](C)(C)C)[C@@H]2NCCC2 (2R)-2-(6-bromo-1-{[2-(trimethylsilyl)ethoxy]methyl}pyrrolo[3,2-b]pyridin-2-yl)pyrrolidine